C(C)N(C1=CC(=CC=C1)C)CCOCCC#N N-ethyl-N-cyanoethyl-oxyethyl-meta-toluidine